FC1=CC(=C(C=C1)N(C1=NNC=2CNCCC21)C)C(F)(F)F N-[4-fluoro-2-(trifluoromethyl)phenyl]-N-methyl-1h,4h,5h,6h,7h-pyrazolo[3,4-c]pyridin-3-amine